3-amino-6-chloro-4-(2,4-difluorophenyl)-N-methyl-pyridine-2-carboxamide NC=1C(=NC(=CC1C1=C(C=C(C=C1)F)F)Cl)C(=O)NC